acryloyloxyethyladipic acid C(C=C)(=O)OCCC(C(=O)O)CCCC(=O)O